BrC=1C=C(C=CC1)C1=CC(=CC=C1)C1=CC=CC2=C1OC1=C2C=CC=C1 4-(3'-bromo-[1,1'-biphenyl]-3-yl)dibenzo[b,d]furan